4-((S)-1-((S)-1-((1-(2-chloro-4-fluorobenzyl)-1H-imidazol-4-yl)amino)-1-oxopropan-2-yl)-4,4-difluoropiperidin-3-yl)pyridine 1-oxide ClC1=C(CN2C=NC(=C2)NC([C@H](C)N2C[C@@H](C(CC2)(F)F)C2=CC=[N+](C=C2)[O-])=O)C=CC(=C1)F